(S)-2-[(o-ethoxyphenoxy)methyl]-4-morpholinecarboxylic acid 1-[(R)-2-amino-3-methylbutoxy]-2-methylpropyl ester hydrochloride Cl.N[C@@H](COC(C(C)C)OC(=O)N1C[C@H](OCC1)COC1=C(C=CC=C1)OCC)C(C)C